CN(CCC(=O)OC(CC(=O)OCCCCCOC(CCCCCCC)=O)(CC(=O)OCCCCCOC(CCCCCCC)=O)C(=O)OCCCCCOC(CCCCCCC)=O)C tris(5-(octanoyloxy)pentyl) 2-((3-(dimethylamino)propanoyl)oxy)propane-1,2,3-tricarboxylate